C1(CC1)CC(C(=O)O)N1C(C2=C(C=C1)N=CN2COCC[Si](C)(C)C)=O 3-cyclopropyl-2-[4-oxo-3-(2-trimethylsilylethoxymethyl)imidazo[4,5-c]pyridin-5-yl]propanoic acid